N-{(2S,3R,4S)-1-(cyclopropanecarbonyl)-2-[(2,3'-difluoro[1,1'-biphenyl]-3-yl)-methyl]-4-fluoropyrrolidin-3-yl}methanesulfonamide C1(CC1)C(=O)N1[C@H]([C@H]([C@H](C1)F)NS(=O)(=O)C)CC=1C(=C(C=CC1)C1=CC(=CC=C1)F)F